tert-butyl N-(3-bromo-2-methyl-4,5,6,7-tetrahydrobenzothiophen-6-yl)carbamate BrC1=C(SC2=C1CCC(C2)NC(OC(C)(C)C)=O)C